5-METHYLFURFURYL ALCOHOL CC1=CC=C(CO)O1